sodium benzotriazolyl-styrene N1N=NC2=C1C=CC=C2C=CC2=CC=CC=C2.[Na]